COCCN(CCOCC=1C=C2C=C(NC2=C(C1)NC1CCOCC1)C1=CC=CC=C1)C 5-((2-((2-methoxyethyl)(methyl)amino)ethoxy)methyl)-2-phenyl-N-(tetrahydro-2H-pyran-4-yl)-1H-indole-7-amine